2-(4-fluorophenyl)-N-((5-hydroxy-1-methyl-4-oxo-1,4-dihydropyridin-2-yl)methyl)acetamide FC1=CC=C(C=C1)CC(=O)NCC=1N(C=C(C(C1)=O)O)C